(3S)-N-{1-[2-cyano-4-(trifluoromethyl)phenyl]-4-{2'-ethoxy-[2,3'-bipyridin]-5-yl}piperidin-4-yl}-3-(methylamino)pyrrolidine-1-carboxamide C(#N)C1=C(C=CC(=C1)C(F)(F)F)N1CCC(CC1)(C=1C=CC(=NC1)C=1C(=NC=CC1)OCC)NC(=O)N1C[C@H](CC1)NC